C(C)(=O)[O-].[Pd+2].C(C)(=O)[O-] palladium (acetate)